oxo-6-methoxy-3-(2,3-dichloro-4-hydroxyphenyl)methyl-1(4H)-quinolineacetic acid O=C1C(=CN(C2=CC=C(C=C12)OC)CC(=O)O)CC1=C(C(=C(C=C1)O)Cl)Cl